C1=CC(=CC=2C3=CC=CC=C3C=CC12)C=1C=CC=2C=CC3=CC=CC=C3C2C1 3,3'-Biphenanthrene